(γ-acryloxypropyl)methyldimethoxysilane C(C=C)(=O)OCCC[Si](OC)(OC)C